COC1[C@@]2(CNC[C@@](C1)(N2C(=O)OC(C)(C)C)C)C tert-butyl (R,5S)-6-methoxy-1,5-dimethyl-3,8-diazabicyclo[3.2.1]octane-8-carboxylate